β-aminoethanesulfonic acid NCCS(=O)(=O)O